C(C1=CC=CC=C1)N(C(=O)C=1C=C(C=NC1)C1=CC(=NC=C1)C=1NC(=C(N1)C)C)C N-Benzyl-2'-(4,5-dimethyl-1H-imidazol-2-yl)-N-methyl-3,4'-bipyridin-5-carboxamid